(1R,2S,5S)-3-[(2S)-2-amino-3,3-dimethyl-butanoyl]-N-(1-cyano-1-pyrazin-2-yl-ethyl)-6,6-dimethyl-3-azabicyclo[3.1.0]hexane-2-carboxamide N[C@H](C(=O)N1[C@@H]([C@H]2C([C@H]2C1)(C)C)C(=O)NC(C)(C1=NC=CN=C1)C#N)C(C)(C)C